C1(CC1)C(=O)N1CCC2=CC(=CC=C12)C=1N=C(SC1C)NC(CC1=CC(=CC=C1)OCCOCCNC1=C2C(N(C(C2=CC=C1)=O)C1C(NC(CC1)=O)=O)=O)=O N-(4-(1-(cyclopropanecarbonyl)indolin-5-yl)-5-methylthiazol-2-yl)-2-(3-(2-(2-(2-(2,6-dioxopiperidin-3-yl)-1,3-dioxoisoindolin-4-ylamino)ethoxy)ethoxy)phenyl)acetamide